2-(6-(5-chloro-2-((oxan-4-yl)amino)pyrimidin-4-yl)-1-oxoisoindolin-2-yl)-N-((1S,2S)-1-(3-ethoxy-5-fluorophenyl)-2-hydroxypropyl)acetamide ClC=1C(=NC(=NC1)NC1CCOCC1)C1=CC=C2CN(C(C2=C1)=O)CC(=O)N[C@H]([C@H](C)O)C1=CC(=CC(=C1)F)OCC